(6aR)-4-chloro-1-(2,3-dimethylpiperazin-1-yl)3-(2-fluoro-6-hydroxyphenyl)-12-oxo-6a,7,9,10-tetrahydro-12H-pyrazino[2,1-c]Pyrido[3,4-f][1,4]Oxazepine ClC1=C(N=C(C=2C(N3[C@@H](COC21)CNCC3)=O)N3C(C(NCC3)C)C)C3=C(C=CC=C3O)F